N-ethyl-3-[(3,3,3-trifluoropropyl)sulfinyl]-propanamide C(C)NC(CCS(=O)CCC(F)(F)F)=O